tert-butyl (2-(bis(3-(3-(4-((2-((S)-2-cyano-4,4-difluoropyrrolidin-1-yl)-2-oxoethyl)carbamoyl)quinolin-7-yl)phenoxy)propyl)amino)-2-oxoethyl)carbamate C(#N)[C@H]1N(CC(C1)(F)F)C(CNC(=O)C1=CC=NC2=CC(=CC=C12)C=1C=C(OCCCN(C(CNC(OC(C)(C)C)=O)=O)CCCOC2=CC(=CC=C2)C2=CC=C3C(=CC=NC3=C2)C(NCC(N2[C@@H](CC(C2)(F)F)C#N)=O)=O)C=CC1)=O